(3,6-dibromopyridine-2-yl)methanol BrC=1C(=NC(=CC1)Br)CO